3-cyano-4-(2-hydroxypropan-2-yl)-N,N-dimethyl-5-(2-methyl-1H-benzimidazol-5-yl)benzamide tert-butyl-2-bromo-6,7-dihydropyrazolo[1,5-a]pyrazine-5(4H)-carboxylate C(C)(C)(C)OC(=O)N1CC=2N(CC1)N=C(C2)Br.C(#N)C=2C=C(C(=O)N(C)C)C=C(C2C(C)(C)O)C2=CC1=C(NC(=N1)C)C=C2